C(C)(=O)OCNC(=O)C=1C=2N(C(=CC1OCC1=CC=CC=C1)OC1=CC=CC=C1)N=CN2 [(7-(benzyloxy)-5-(phenoxy)-[1,2,4]triazolo[1,5-a]pyridine-8-carbonyl)amino]methyl acetate